2,4,6-trinitro-3,5-diaminopyridine [N+](=O)([O-])C1=NC(=C(C(=C1N)[N+](=O)[O-])N)[N+](=O)[O-]